C(CCCCCCCCCCC)OCC(CC(CN([O-])CCO)O)O.CN(CCN(CCN(C)C)C)C 1,1,4,7,7-pentamethyl-diethylenetriamine 3-dodecyloxy-2-hydroxypropyl-di-(2-hydroxyethyl)aminoxide